C(N)(OC(CC=1OC(=NN1)C)C1=C(C=CC(=C1)C1=CC=C(C=C1)Cl)F)=O [1-[5-(4-chlorophenyl)-2-fluoro-phenyl]-2-(5-methyl-1,3,4-oxadiazol-2-yl) ethyl] carbamate